3,3-bis(4-(trifluoromethoxy)phenyl)-7-(trifluoromethyl)indolin-2-one FC(OC1=CC=C(C=C1)C1(C(NC2=C(C=CC=C12)C(F)(F)F)=O)C1=CC=C(C=C1)OC(F)(F)F)(F)F